methallyltheophylline dicyanamide salt [N-](C#N)C#N.C(C(C)=C)CN1C(=O)N(C)C=2N=CNC2C1=O